(S)-4-(3-(1-(5-fluoro-3-methylbenzofuran-2-yl)-2-methylpropyl)ureido)picolinamide FC=1C=CC2=C(C(=C(O2)[C@H](C(C)C)NC(NC2=CC(=NC=C2)C(=O)N)=O)C)C1